(3R)-3-(4-chlorophenyl)-2-[(5-chloropyridin-2-yl)methyl]-4-fluoro-6-[1-hydroxy-1-(1-methyl-1H-pyrazol-3-yl)ethyl]-3-methoxy-2,3-dihydro-1H-isoindol-1-one ClC1=CC=C(C=C1)[C@@]1(N(C(C2=CC(=CC(=C12)F)C(C)(C1=NN(C=C1)C)O)=O)CC1=NC=C(C=C1)Cl)OC